(2S)-2-amino-3-(3-bromo-4-hydroxy-phenyl)propionic acid N[C@H](C(=O)O)CC1=CC(=C(C=C1)O)Br